F[Sb-](F)(F)(F)(F)F.C(C)(C)(C)C1=CC=C(C=C1)[I+]C1=CC=C(C=C1)C(C)(C)C di(4-t-butylphenyl)iodonium hexafluoroantimonate